5-bromo-2-((1-cyclopropyl-3-methyl-1H-pyrazol-4-yl)oxy)pyridine BrC=1C=CC(=NC1)OC=1C(=NN(C1)C1CC1)C